COC(=O)C1=NC(=C(C=C1[N+](=O)[O-])C(F)(F)F)N(C)CCC=C 6-[but-3-enyl-(methyl)amino]-3-nitro-5-(trifluoromethyl)pyridine-2-carboxylic acid methyl ester